2-(chloromethyl)-6-(2,5-difluorophenyl)-N-(2,4-dimethoxybenzyl)-5-methyl-[1,2,4]triazolo[1,5-a]pyrazin-8-amine ClCC1=NN2C(C(=NC(=C2C)C2=C(C=CC(=C2)F)F)NCC2=C(C=C(C=C2)OC)OC)=N1